ClC=1C=C(OC=2C=C3C=C(NC3=CC2)C(=O)NS(=O)(=O)C2=CC=C(C=C2)[N+](=O)[O-])C=CC1Cl 5-(3,4-dichlorophenoxy)-N-((4-nitrophenyl)sulfonyl)-1H-indole-2-carboxamide